N-Methyl-2-(3-(3-oxoisoindolin-5-yl)propanoyl)hydrazine-1-carbothioamide CNC(=S)NNC(CCC=1C=C2C(NCC2=CC1)=O)=O